NC(C(=O)O)CC1=CC(=CC=C1)C(NC1=C(C(=C(C=2N1C1=C(N2)C=CC=C1)C#N)C1=CC=C(C=C1)OCC(=O)NC)C#N)=O 2-Amino-3-(3-((2,4-dicyano-3-(4-(2-(methylamino)-2-oxoethoxy)phenyl)benzo[4,5]imidazo[1,2-a]pyridin-1-yl)-carbamoyl)phenyl)propanoic acid